N1=CC(=CC=C1)C(CC=C)N (3-pyridinyl)-3-buten-1-amine